O1COCC2=C1C=CC=C2N2CCNCC2 1-(benzo[d][1,3]dioxan-5-yl)piperazine